COC(CCCCCCCC(C=CC=CCCCCC)O)=O 9-hydroxy-10,12-octadecadienoic acid methyl ester